OCCN1CCN(CC1)CCS(=O)(=O)O N-(2-Hydroxyethyl)piperazine-N'-ethanesulfonic acid